6-(2,2,2-trifluoroethoxy)-N-[(3S,6R)-6-{5-[2-(trifluoromethoxy)ethoxy]-1,3,4-oxadiazol-2-yl}piperidin-3-yl]pyridine-3-carboxamide FC(COC1=CC=C(C=N1)C(=O)N[C@@H]1CN[C@H](CC1)C=1OC(=NN1)OCCOC(F)(F)F)(F)F